C(C)(C)(C)OC(=O)N[C@H](C(=O)N(C)[C@H](C(=O)O)CC1CC1)CC1CC1 (S)-2-((S)-2-((t-butoxycarbonyl)amino)-3-cyclopropyl-N-methylpropanamido)-3-cyclopropylpropanoic acid